(S)-2-chloro-N-(4-fluoro-3-methylphenyl)-3-(2-((1-(3-methyl-1,2,4-oxadiazol-5-yl)ethyl)amino)-2-oxoacetyl)-5,6,7,8-tetrahydroindolizine-1-carboxamide ClC=1C(=C2CCCCN2C1C(C(=O)N[C@@H](C)C1=NC(=NO1)C)=O)C(=O)NC1=CC(=C(C=C1)F)C